Benzylanilinium hexafluoroantimonate F[Sb-](F)(F)(F)(F)F.C(C1=CC=CC=C1)[NH2+]C1=CC=CC=C1